tert-butyl (2-((2-((4-(2-chloro-9-cyano-5-ethyl-6-oxo-5,6-dihydro-7H-benzo[d]pyrido[3,2-f][1,3]diazepin-7-yl)-3,5-difluorophenyl)amino)ethyl)amino)ethyl)(methyl)carbamate ClC1=CC=2C3=C(N(C(N(C2N=C1)CC)=O)C1=C(C=C(C=C1F)NCCNCCN(C(OC(C)(C)C)=O)C)F)C=C(C=C3)C#N